(S)-4-acetyl-5-((1-hydroxypropan-2-yl)amino)-2-(4-methoxybenzyl)pyridazin-3(2H)-one C(C)(=O)C=1C(N(N=CC1N[C@H](CO)C)CC1=CC=C(C=C1)OC)=O